ClC1=CC=C(C=C1)C1N(CCN(C1)C)C(=O)C1=C(C=C(C=C1)NC(=O)C1CC1)N1CCCC1 N-[4-[2-(4-chlorophenyl)-4-methylpiperazine-1-carbonyl]-3-pyrrolidin-1-ylphenyl]cyclopropanecarboxamide